BrC=1C=CC=2N(C1)C(=CN2)C2=NC(=NC=C2)NC=2C=NC(=CC2)N2CCN(CC2)C(C)C 4-(6-bromoimidazo[1,2-a]pyridin-3-yl)-N-(6-(4-isopropylpiperazin-1-yl)pyridin-3-yl)pyrimidin-2-amine